5-chloro-7-methyl-1H-pyrrolo[3,2-b]pyridin-3-amine ClC1=CC(=C2C(=N1)C(=CN2)N)C